difluoromethyltriethoxysilane FC(F)[Si](OCC)(OCC)OCC